C(C)(C)(C)OC(=O)NC1(CC[N+](CC1)(C)C)C(=O)O 4-(Tert-butoxycarbonylamino)-1,1-dimethyl-piperidin-1-ium-4-carboxylic acid